(5R,8S)-4-Cyano-N-(4,5-dichloro-2-fluorophenyl)-1-fluoro-6,7,8,9-tetrahydro-5H-5,8-epiminocyclohepta[c]pyridine-10-carboxamide C(#N)C=1C2=C(C(=NC1)F)C[C@@H]1CC[C@H]2N1C(=O)NC1=C(C=C(C(=C1)Cl)Cl)F